CN(CCN)CCN(CCN(CCN)C)C 4,7,10-trimethyltetraethylenepentamine